C(C)(C)(C)NC1=NC(=NN1C1=CC=CC=C1)C(F)F N-(tert-butyl)-1-phenyl-3-(difluoromethyl)-1H-1,2,4-triazol-5-amine